N-(3-(2-((4-(dimethylamino)cyclohexyl)amino)quinazolin-6-yl)-2,4-difluorophenyl)-5-fluoropyridine-3-sulfonamide dihydrochloride Cl.Cl.CN(C1CCC(CC1)NC1=NC2=CC=C(C=C2C=N1)C=1C(=C(C=CC1F)NS(=O)(=O)C=1C=NC=C(C1)F)F)C